C(C)(C)(C)P[C-]1C=CC(=C1)PC(C)(C)C.[CH-]1C=CC=C1.[Fe+2] 1,4-bis(tert-butylphosphino)ferrocene